O=C1NC2=CC=CC=C2C(N1CC(=O)N[C@@H](C)C1=C(C=NC=C1)F)=O (S)-2-(2,4-dioxo-1,4-dihydroquinazolin-3(2H)-yl)-N-(1-(3-fluoropyridin-4-yl)ethyl)acetamide